CN(C1=CC(=C(C=C1)COC1=C(C=C(C=C1)C1C=2C(NC(C1)=O)=NNC2)OC)C(F)(F)F)C 4-(4-{[4-(dimethylamino)-2-(trifluoromethyl)phenyl]methoxy}-3-methoxyphenyl)-2H,4H,5H,6H,7H-pyrazolo[3,4-b]pyridin-6-one